FCC(=CCO)C 4-fluoro-3-methylbut-2-en-1-ol